C1(=CC=CC=C1)C1=C(C(=O)N)C(=CC=C1)C1=CC=CC=C1 2,6-diphenyl-benzamide